CN(C)CC1=NN2C(C(N(CC2)C2=C(C=C(C=C2)C2=NC3=CC=C(C=C3C=N2)C(F)(F)F)C)=O)=C1C 2-((dimethylamino)methyl)-3-methyl-5-(2-methyl-4-(6-(trifluoromethyl)-quinazolin-2-yl)phenyl)-6,7-dihydropyrazolo[1,5-a]pyrazin-4(5H)-one